1,5-difluorohexane FCCCCC(C)F